CCCCCCCCC\C=C/CCCCCCCCNCCS(=O)(=O)O.NCCS(=O)(=O)O taurate (N-methyl oleyl taurate)